(+)-(2S,3S)-2-(2-chloropropenyl)-3-hydroxypiperidine ClC(=C[C@@H]1NCCC[C@@H]1O)C